1-(furan-2-yl)-N-phenylmethanimine O1C(=CC=C1)C=NC1=CC=CC=C1